O=C1NC(CCC1N1C(C2=CC=CC(=C2C1=O)NCCCCCN(CC[C@H](CSC1=CC=CC=C1)NC1=C(C=C(C=C1)S(=O)(=O)N)S(=O)(=O)C(F)(F)F)C)=O)=O 4-[[(1R)-3-[5-[[2-(2,6-dioxo-3-piperidyl)-1,3-dioxo-isoindolin-4-yl]amino]pentyl-methyl-amino]-1-(phenylsulfanylmethyl)propyl]amino]-3-(trifluoromethylsulfonyl)benzenesulfonamide